FC(CC(=O)NC=1C=CC(=C2C=NNC12)C1=NC(=NC=C1)NC=1C=NN(C1)C)(F)F 3,3,3-trifluoro-N-(4-(2-((1-methyl-1H-pyrazol-4-yl)amino)pyrimidin-4-yl)-1H-indazol-7-yl)propionamide